FC1=CC=C(C=C1)[C@H]1N(CCNC1)C(=O)N1CC2(CCCC2)[C@](CC1)(O)CN1C=NC(=CC1=O)C1=CC=CC=C1 3-(((S)-7-((R)-2-(4-Fluorophenyl)piperazine-1-carbonyl)-10-hydroxy-7-azaspiro[4.5]decan-10-yl)methyl)-6-phenylpyrimidin-4(3H)-one